N-((1s,3s)-adamantan-1-yl)-4-bromobutanamide C12(CC3CC(CC(C1)C3)C2)NC(CCCBr)=O